N-(2-(5-fluoro-1H-indol-3-yl)ethyl)-2-(5-fluoropyridin-3-yl)-5,6,7,8-tetrahydropyrido[4,3-d]pyrimidin-4-amine FC=1C=C2C(=CNC2=CC1)CCNC=1C2=C(N=C(N1)C=1C=NC=C(C1)F)CCNC2